methyl-N'-(pyridin-3-yl)acryloyl-hydrazine CNNC(C=CC=1C=NC=CC1)=O